S-Phenyl 4-methoxybenzothioate COC1=CC=C(C(SC2=CC=CC=C2)=O)C=C1